C(OCC(=O)N1CCC(CC1)CN1CCN(CC1)C1=C(C=C(C=C1F)NC1C(NC(CC1)=O)=O)F)(OC1=CC=C(C=C1)[N+](=O)[O-])=O [2-[4-[[4-[4-[(2,6-dioxo-3-piperidyl)amino]-2,6-difluoro-phenyl]piperazin-1-yl]methyl]-1-piperidyl]-2-oxo-ethyl] (4-nitrophenyl) carbonate